N-(4-aminophenyl)-2,2,2-trifluoro-N-methylacetamide NC1=CC=C(C=C1)N(C(C(F)(F)F)=O)C